FC(S(=O)(=O)OC=1N=CC=2C=CC3=C(C2C1)C=CC(=C3)F)(F)F 8-fluorobenzo[f]isoquinolin-2-yl trifluoromethanesulfonate